3,4-dimethyl-6,7,7a,8,10,11-hexahydro-9H-pyrazino[1,2-d]pyrido[3,2-b][1,4]oxazepin CC1=C(C=2OCCC3N(C2N=C1)CCNC3)C